C1(CCCCC1)CC(=O)N1CC2=CC(=C(C=C2CC1)C1=CC(=C(N1C)C)C(=O)N(C)C1=CC=C(C=C1)O)C(=O)N1CC2=CC=CC=C2C[C@H]1C 5-[2-(2-Cyclohexylacetyl)-7-[(3R)-3-methyl-1,2,3,4-tetrahydroisoquinolin-2-carbonyl]-1,2,3,4-tetrahydroisoquinolin-6-yl]-N-(4-hydroxyphenyl)-N,1,2-trimethyl-1H-pyrrole-3-carboxamide